1-(5-(3-cyano-6-(1-((1r,4r)-4-(2-hydroxyethyl)cyclohexyl)-1H-pyrazol-4-yl)pyrazolo[1,5-a]pyrazin-4-yl)pyridin-2-yl)-4-ethyl-N-isopropylpiperidine-4-carboxamide C(#N)C=1C=NN2C1C(=NC(=C2)C=2C=NN(C2)C2CCC(CC2)CCO)C=2C=CC(=NC2)N2CCC(CC2)(C(=O)NC(C)C)CC